sodium 1-(trifluoromethyl)cyclopropanesulfinate FC(C1(CC1)S(=O)[O-])(F)F.[Na+]